(R)-(3-carboxy-3-(3-chloro-5-fluorophenylamino)propyl)dimethyl-sulfonium iodide [I-].C(=O)(O)[C@@H](CC[S+](C)C)NC1=CC(=CC(=C1)F)Cl